CN(C(/C=C/CC[C@@H](C(NC=1C(N(C=CC1)CC=1N(C2=CC=C(C=C2C1)F)C)=O)=O)OC(N(C)CCN(C)C(=O)OC(C)(C)C)=O)=O)C [(E,1S)-6-(Dimethylamino)-1-[[1-[(5-fluoro-1-methylindol-2-yl)methyl]-2-oxo-3-pyridyl]carbamoyl]-6-oxo-hex-4-enyl]-N-[2-[tert-butoxycarbonyl(methyl)amino]ethyl]-N-methyl-carbamat